C1(=CC=C(C=C1)C(CNC=1C=C2C=NNC2=C(C1)Br)=O)C1=CC=CC=C1 1-([1,1'-biphenyl]-4-yl)-2-((7-bromo-1H-indazol-5-yl)amino)ethan-1-one